methyl 3-(difluoromethyl)-5-fluorobenzoate FC(C=1C=C(C(=O)OC)C=C(C1)F)F